C1(=CC(=CC=C1)C1=NC(=NC(=N1)C1=CC=CC=C1)C1=CC=CC=2OC3=C(C21)C=C(C=C3)C3=CC=C(C=C3)C3=CC=C(C=C3)C3=CC=CC=C3)C3=CC=CC=C3 2-(biphenyl-3-yl)-4-phenyl-6-(8-[1,1':4',1''-terphenyl]-4-yl-1-dibenzofuranyl)-1,3,5-triazine